2'-Chloro-N-(5-(6-fluorospiro[3.3]heptane-2-carbonyl)-5,6-dihydro-4H-pyrrolo[3,4-d]thiazol-2-yl)-5'-methoxy-6-methyl-[4,4'-bipyridine]-3-carboxamide ClC1=NC=C(C(=C1)C1=C(C=NC(=C1)C)C(=O)NC=1SC2=C(N1)CN(C2)C(=O)C2CC1(C2)CC(C1)F)OC